FC(C(=O)N1CC2=CC=C(C=C2CC1)/C=C/C(=O)OC(C)(C)C)(F)F tert-butyl (E)-3-[2-(2,2,2-trifluoroacetyl)-3,4-dihydro-1H-isoquinolin-6-yl]prop-2-enoate